(5S)-1'-(7-bromo-6-methyl-pyrazolo[1,5-a]pyrazin-4-yl)spiro[5,7-dihydro-cyclopenta[b]pyridin-6,4'-piperidin]-5-amine hydrochloride Cl.BrC1=C(N=C(C=2N1N=CC2)N2CCC1(CC2)[C@@H](C=2C(=NC=CC2)C1)N)C